N-acryloyl-oxyethylhexahydrophthalimide C(C=C)(=O)OCCN1C(C2C(C1=O)CCCC2)=O